sodium N-tert-butylsulfonamide C(C)(C)(C)NS(=O)=O.[Na]